(2r,6s)-6-(benzyloxymethyl)-2-methyl-morpholin-3-one C(C1=CC=CC=C1)OC[C@H]1O[C@@H](C(NC1)=O)C